C(C)(C)(C)OC(=O)N1C[C@@H]([C@@H](CC1)N1N=C(C=2C1=NC=NC2N)C2=CC=C(C=C2)OC2=CC=CC=C2)F (3s,4r)-4-(4-amino-3-(4-phenoxyphenyl)-1H-pyrazolo[3,4-d]pyrimidin-1-yl)-3-fluoropiperidine-1-carboxylic acid tert-butyl ester